trans-2-(amino)-cyclohexanecarboxylic acid N[C@H]1[C@@H](CCCC1)C(=O)O